5-[4-amino-5-(trifluoromethyl)pyrrolo[2,1-f][1,2,4]triazin-7-yl]-N-[(3R,4S)-1-(2,2-difluorocyclopropanecarbonyl)-4-fluoropyrrolidin-3-yl]-2-fluorobenzamide NC1=NC=NN2C1=C(C=C2C=2C=CC(=C(C(=O)N[C@@H]1CN(C[C@@H]1F)C(=O)C1C(C1)(F)F)C2)F)C(F)(F)F